(3S)-3-(5-chloro-2-methoxy-3-pyridinyl)-3-methyl-6-(trifluoromethyl)indolin-2-one ClC=1C=C(C(=NC1)OC)[C@]1(C(NC2=CC(=CC=C12)C(F)(F)F)=O)C